isothiazolo[4,5-c]quinolin-4(5H)-one S1N=CC=2C(NC=3C=CC=CC3C21)=O